(3r,6s)-1-[(benzyloxy)carbonyl]-6-(trifluoromethyl)piperidine-3-carboxylic acid C(C1=CC=CC=C1)OC(=O)N1C[C@@H](CC[C@H]1C(F)(F)F)C(=O)O